(+/-)-2-((cis-3-methylpiperidin-4-yl)oxy)-5-(trifluoromethyl)pyridine C[C@@H]1CNCC[C@@H]1OC1=NC=C(C=C1)C(F)(F)F |r|